C(C)N1C(N(CC1)C1CN(CCC1)C=1N=NC(=C(N1)NC1=CC=C(C=C1)C1CCNCC1)C(=O)N)=O 3-(3-(3-Ethyl-2-oxoimidazolin-1-yl)piperidin-1-yl)-5-((4-(piperidin-4-yl)phenyl)amino)-1,2,4-triazine-6-carboxamide